C(C)(C)(C)OC(CNC(C(=O)[O-])CC(=O)[O-])=O 2-((2-(tert-butoxy)-2-oxoethyl)amino)succinate